C(CCC)N1C(N(C(CC1=O)=O)C1CCC2(CC(C2)N(C(=O)N)C2CC2)CC1)=O 1-(7-(3-Butyl-2,4,6-trioxotetrahydropyrimidin-1(2H)-yl)spiro[3.5]nonan-2-yl)-1-cyclopropylurea